barium, magnesium salt [Mg].[Ba]